N1=C(C=CC=C1)C1(OC2(OCC1)CC1CC1C2)CCN 2-(4'-(pyridin-2-yl)tetrahydrooxaspiro[bicyclo[3.1.0]hexane-3,2'-pyran]-4'-yl)ethylamine